ICC1=C(C=C(C=C1)C)[N+](=O)[O-] 1-(iodomethyl)-4-methyl-2-nitrobenzene